S1N=CC=C1C=1C=C2C(=CNC2=CC1)C1CCN(CC1)C(C)(C)C 5-(isothiazol-5-yl)-3-(1-t-butylpiperidin-4-yl)1H-indole